3-(1-((6-(4-cyclopropylpiperazine-1-carbonyl)-4-methyl-7-(methylamino)phthalazin-1-yl)amino)ethyl)-2-methylbenzonitrile C1(CC1)N1CCN(CC1)C(=O)C=1C=C2C(=NN=C(C2=CC1NC)NC(C)C=1C(=C(C#N)C=CC1)C)C